BrC=1C=C2C(C=NNC2=CC1)=O 6-bromo-4(1H)-cinnolinone